Tert-butyl (S)-3-(6-bromo-3-((5-(5-(difluoromethyl)-1,3,4-oxadiazole-2-yl)pyridine-2-yl)methyl)-5-fluoro-2-oxo-2,3-dihydro-1H-benzo[d]imidazole-1-yl)piperidine-1-carboxylate BrC=1C(=CC2=C(N(C(N2CC2=NC=C(C=C2)C=2OC(=NN2)C(F)F)=O)[C@@H]2CN(CCC2)C(=O)OC(C)(C)C)C1)F